C(C)(C)(C)OC(=O)N1C[C@H]2CC[C@@H](C1)N2 (1R,5S)-3,8-diazabicyclo[3.2.1]octane-3-carboxylic acid tert-butyl ester